BrC1=CN(C=2N=CN=C(C21)Cl)[C@@H]2O[C@@H]([C@H]([C@H]2O)O)CCC=C (2R,3R,4S,5R)-2-(5-bromo-4-chloro-7H-pyrrolo[2,3-d]pyrimidin-7-yl)-5-(but-3-en-1-yl)tetrahydrofuran-3,4-diol